3-(trans-3-{[2-(1-methyl-1H-pyrazol-4-yl)-4-pyridinyl]oxy}cyclobutyl)-1-[4-(1-piperazinylmethyl)-3-(trifluoromethyl)phenyl]-2,4-imidazolidinedione CN1N=CC(=C1)C1=NC=CC(=C1)O[C@@H]1C[C@H](C1)N1C(N(CC1=O)C1=CC(=C(C=C1)CN1CCNCC1)C(F)(F)F)=O